Phosphorimidate P([O-])([O-])([O-])=N